O1CC(C1)C[Si](OCC)(OCC)C (oxetan-3-yl)methylmethyldiethoxysilane